methyl 2-bromo-4-[3-(hydroxymethyl) azetidin-1-yl]benzoate BrC1=C(C(=O)OC)C=CC(=C1)N1CC(C1)CO